FC(F)OC methyl (difluoromethyl) ether